N-(1-naphthylmethyl)-N,N-dimethylanilinium tetrakis(pentafluorophenyl)borate FC1=C(C(=C(C(=C1[B-](C1=C(C(=C(C(=C1F)F)F)F)F)(C1=C(C(=C(C(=C1F)F)F)F)F)C1=C(C(=C(C(=C1F)F)F)F)F)F)F)F)F.C1(=CC=CC2=CC=CC=C12)C[N+](C1=CC=CC=C1)(C)C